C(=CCC)N1C=CC2=CC=C(C=C12)F 1-butenyl-6-fluoro-indole